1-methyl-7-oxabicyclo[4.1.0]hept-3-ene CC12CC=CCC2O1